ClC1=CC=C(C=C1)NC(CC1CCC(CC1)C1=CC=C(C(=O)O)C=C1)=O 4-(4-(2-((4-Chlorophenyl)amino)-2-oxoethyl)cyclohexyl)benzoic acid